N-{4-[4-{[(3S)-oxolan-3-yl]oxy}-7-(pyridin-2-yl)-5H-pyrrolo[3,2-d]pyrimidin-6-yl]pyridin-2-yl}butanamide O1C[C@H](CC1)OC=1C2=C(N=CN1)C(=C(N2)C2=CC(=NC=C2)NC(CCC)=O)C2=NC=CC=C2